2-({2-[(piperidin-3-yl)amino]-5-(trifluoromethyl)pyrimidin-4-yl}amino)benzene-1-sulfonamide N1CC(CCC1)NC1=NC=C(C(=N1)NC1=C(C=CC=C1)S(=O)(=O)N)C(F)(F)F